FC=1C=C(C=C2CN(C(C12)=O)C1C(NC(CC1)=O)=O)CN1CCN(CC1)C(C1=C(C=CC(=C1)CC1=NNC(C2=CC=CC=C12)=O)F)=O 3-(7-fluoro-5-((4-(2-fluoro-5-((4-oxo-3,4-dihydrophthalazin-1-yl)methyl)benzoyl)piperazin-1-yl)methyl)-1-oxoisoindolin-2-yl)piperidine-2,6-dione